N1(CCC1)CC1CCC(CC1)C1(CC(=NC=C1C1=NN(C=C1)C(F)F)NC1=NC(=NC=C1)C=1C=NN(C1)S(=O)(=O)C1CC1)N 4-((1s,4s)-4-(Azetidin-1-ylmethyl)cyclohexyl)-N2-(2-(1-(cyclopropylsulfonyl)-1H-pyrazol-4-yl)pyrimidin-4-yl)-5-(1-(difluoromethyl)-1H-pyrazol-3-yl)pyridine-2,4-diamine